COS(=O)[O-].OC1=CC=C(C=C1)[S+](C)C 4-hydroxyphenyldimethylsulfonium methylsulfite